tert-butyl ((1R,2S,3R,4R)-2,3-dihydroxy-4-(hydroxymethyl)-3,4-dimethylcyclopentyl)carbamate O[C@H]1[C@@H](C[C@]([C@@]1(C)O)(C)CO)NC(OC(C)(C)C)=O